B(O)(O)O.OC(C)(C)C(C)(C)O.OC(C)(C)C(C)(C)O bispinacol borate